N-(2-(7-Cyano-1-methyl-4-(4-(trifluoromethoxy)phenyl)-1H-benzo[d]imidazol-6-yl)ethyl)-N-methylacrylamide C(#N)C1=C(C=C(C2=C1N(C=N2)C)C2=CC=C(C=C2)OC(F)(F)F)CCN(C(C=C)=O)C